ClC1=CC2=C(C(=NO2)C2=C(C=CC=C2)[C@H](CC2=NC(=CC=C2F)S(=O)(=O)C(C)C)N[S@@](=O)C(C)(C)C)C=C1 (S)-N-{(S)-1-[2-(6-chlorobenzo[d]isoxazol-3-yl)phenyl]-2-(3-fluoro-6-isopropylsulfonylpyridine-2-yl)ethyl}-2-methylpropane-2-sulfinamide